3,5-di-tert-butyl-4-hydroxyphenyl-propionic acid tert-butyl-6-(3-fluoro-4-nitrophenyl)-2,6-diazaspiro[3.3]heptane-2-carboxylate C(C)(C)(C)OC(=O)N1CC2(C1)CN(C2)C2=CC(=C(C=C2)[N+](=O)[O-])F.C(C)(C)(C)C=2C=C(C=C(C2O)C(C)(C)C)C(C(=O)O)C